bis(4-chlorophenyl)sulfane ClC1=CC=C(C=C1)SC1=CC=C(C=C1)Cl